2-(5-(1-(methylamino)ethyl)-1,3,4-oxadiazol-2-yl)-N-(4-(trifluoromethyl)phenyl)aniline CNC(C)C1=NN=C(O1)C1=C(NC2=CC=C(C=C2)C(F)(F)F)C=CC=C1